methyl-5''-[(1E)-prop-1-en-1-yl]dispiro[1,3-dioxan-2,1'-cyclohexane-4',3''-indol]-2''-one CC1=C2C3(C(NC2=CC=C1\C=C\C)=O)CCC1(CC3)OCCCO1